ClC1=CC=C(C[C@@H]2N(C[C@@H](OC2)[C@@H](C)O)C2CCN(CC2)C(=O)OC(C)(C)C)C=C1 tert-butyl 4-((2R,5S)-5-(4-chlorobenzyl)-2-((R)-1-hydroxyethyl)morpholino)-piperidine-1-carboxylate